(S)-2-(phenylcarbamoyloxy)propionic acid C1(=CC=CC=C1)NC(=O)O[C@H](C(=O)O)C